(t-butoxycarbonyl)-L-tyrosine C(C)(C)(C)OC(=O)N[C@@H](CC1=CC=C(C=C1)O)C(=O)O